[Na+].[Na+].C12C(C(C(CC1)O2)C(=O)[O-])C(=O)[O-] 7-OXABICYCLO[2.2.1]HEPTANE-2,3-DICARBOXYLIC ACID, DISODIUM SALT